C1(CC1)S(=O)(=O)N1N=CC(=C1)C1=NC=CC(=N1)NC1=NC=C(C(=C1)N1CCC(CC1)NC)C#CC1=NN(C=C1)C 2-(1-(cyclopropylsulfonyl)-1H-pyrazol-4-yl)-N-(5-((1-methyl-1H-pyrazol-3-yl)ethynyl)-4-(4-(methylamino)piperidin-1-yl)pyridin-2-yl)pyrimidin-4-amine